1-(5-Methylspiro[2.5]oct-4,6-dien-4-yl)but-2-en-1-one tungsten-gold [Au].[W].CC1=C(C2(CC2)CC=C1)C(C=CC)=O